ClC=1C(=NC=CC1)C(=O)NC1(CCN(CC1)C1=NC=C(C=C1)C=1C=2N(C=C(C1)C#CC(C)(C)O)N=CC2C#N)C 3-Chloro-N-(1-(5-(3-cyano-6-(3-hydroxy-3-methylbut-1-yn-1-yl)pyrazolo[1,5-a]pyridin-4-yl)pyridin-2-yl)-4-methylpiperidin-4-yl)picolinamide